OC=1C=C(C=CC1)CC(C)P(OCC)(OCC)=O diethyl (1-(3-hydroxyphenyl)propan-2-yl)phosphonate